C(C=C)SCC(=O)C1=C(C=CC=C1)[N+](=O)[O-] 2-allylsulfanyl-1-(2-nitrophenyl)ethan-1-one